FC=1C(=NC(=NC1)NC1=CC=C(C=N1)CN1CC(CC1)(O)C)C1=CC2=C(N=C3COCC(N32)C)C(=C1)F 1-((6-((5-fluoro-4-(9-fluoro-4-methyl-3,4-dihydro-1H-benzo[4,5]imidazo[2,1-c][1,4]oxazin-7-yl)pyrimidin-2-yl)amino)pyridin-3-yl)methyl)-3-methylpyrrolidin-3-ol